7-hydroxy-2-hydroxynaphthalene-1,4-dione OC1=CC=C2C(C=C(C(C2=C1)=O)O)=O